ClC1=C(C=CC=C1)CC(=O)NC1=CC(=C(C=C1)N1N=CC(=C1)C(=O)N)S(N)(=O)=O 1-(4-{[(2-Chlorophenyl)acetyl]amino}-2-sulfamoylphenyl)-1H-pyrazole-4-carboxamide